C1(CC1)[C@H](C1=CC=2N(N=C1)C=C(N2)[C@@H](NC(=O)C2=CC=NN2C(C)C)C2CCC(CC2)(F)F)NC(CC[C@H]2C(C2)(F)F)=O |o1:37| N-((S)-(7-((R)-Cyclopropyl(3-((R*)-2,2-difluorocyclopropyl)propanamido)methyl)imidazo[1,2-b]pyridazin-2-yl)(4,4-difluorocyclohexyl)methyl)-1-isopropyl-1H-pyrazole-5-carboxamide